(3-(1-Cyclopropylvinyl)-6,7-dihydro-5H-cyclopenta[b]pyridin-4-yl)carbamate C1(CC1)C(=C)C=1C(=C2C(=NC1)CCC2)NC([O-])=O